Dinitrosulfide [N+](=O)([O-])S[N+](=O)[O-]